O1[C@@H](COCC1)CO (2R)-1,4-dioxane-2-methanol